6,8-dibromo-2-phenylimidazo[1,2-a]pyrazine BrC=1N=C(C=2N(C1)C=C(N2)C2=CC=CC=C2)Br